5,6,7,8-tetrahydro-7,7-dimethyl-5-quinolinol CC1(CC(C=2C=CC=NC2C1)O)C